[Si](C1=CC=CC=C1)(C1=CC=CC=C1)(C(C)(C)C)OCC1=C[C@H]([C@H]2[C@@H]1OC(O2)(C)C)N2C=NC(=CC2=O)C 3-((3aS,4R,6aR)-6-(((tert-butyldiphenylsilyl)oxy)methyl)-2,2-dimethyl-3a,6a-dihydro-4H-cyclopenta[d][1,3]dioxol-4-yl)-6-methylpyrimidin-4(3H)-one